[1,1'-Binaphthalin]-3,3'-diol C1(=CC(=CC2=CC=CC=C12)O)C1=CC(=CC2=CC=CC=C12)O